FC1=C(C(=CC(=C1)N=C=S)F)C1=CC=C(C=C1)C1=CC=C(C=C1)OC(F)(F)F 1,3-Difluoro-5-isothiocyanato-2-[4-[4-(trifluoromethoxy)-phenyl]phenyl]benzene